Rac-4-((4bR,5R,6R,7S,7aR)-4b-hydroxy-6-(hydroxymethyl)-4-methoxy-5-((oxetan-3-ylamino)-methyl)-7-phenyl-4b,5,6,7-tetrahydro-7aH-cyclopenta[4,5]furo[2,3-c]pyridin-7a-yl)-benzonitrile O[C@@]12[C@@](OC=3C=NC=C(C31)OC)([C@@H]([C@H]([C@@H]2CNC2COC2)CO)C2=CC=CC=C2)C2=CC=C(C#N)C=C2 |r|